C(C)C=1C(OC2=CC(=CC=C2C1C1=C(C=CC=C1)C)O[C@@H]1CN(CC1)C(C)=O)=O ethyl-(S)-7-((1-acetylpyrrolidin-3-yl)oxy)-4-(o-tolyl)-2H-chromen-2-one